ClC=1SC(=CC1NC(OC(C)(C)C)=O)C1=CC(=NC=C1C=O)OC Tert-butyl N-[2-chloro-5-(5-formyl-2-methoxy-4-pyridyl)-3-thienyl]carbamate